2-(3-fluoro-4-(methylsulfonyl)phenyl)-6-(1-(8-isopropyl-8-azabicyclo[3.2.1]octan-3-yl)piperidin-4-yl)-1,4-dimethyl-1H-benzo[d]imidazole FC=1C=C(C=CC1S(=O)(=O)C)C1=NC2=C(N1C)C=C(C=C2C)C2CCN(CC2)C2CC1CCC(C2)N1C(C)C